(E)-3-(4-bromophenyl)-1-(4-(6-chloronicotinoyl)piperazin-1-yl)prop-2-en-1-one BrC1=CC=C(C=C1)/C=C/C(=O)N1CCN(CC1)C(C1=CN=C(C=C1)Cl)=O